2-(1-methyl-1H-pyrazol-4-yl)-N-(2-methyl-5-(2-(methyl((tetrahydro-2H-pyran-4-yl)methyl)amino)acetamido)pyridin-3-yl)-1H-pyrrolo[2,3-b]pyridine-5-carboxamide CN1N=CC(=C1)C1=CC=2C(=NC=C(C2)C(=O)NC=2C(=NC=C(C2)NC(CN(CC2CCOCC2)C)=O)C)N1